3-chloro-7-(2,7-dimethyl-2H-indazol-5-yl)benzo[e][1,2,4]triazine-1-oxide ClC=1N=[N+](C2=C(N1)C=CC(=C2)C2=CC1=CN(N=C1C(=C2)C)C)[O-]